C(C)(C)(C)C=1C=C2C(C(=O)OC2=O)=CC1 4-tert-Butylphthalic anhydride